COC(=O)C=1C(NC2=NC=CC=C2C1)=O 2-oxo-1,2-dihydro-1,8-naphthyridine-3-carboxylic acid methyl ester